(3-fluorophenyl)((1R,2R,4S)-4-phenyl-2-(pyridin-2-yl)bicyclo[2.1.1]hexan-1-yl)methanone FC=1C=C(C=CC1)C(=O)C12[C@@H](CC(C1)(C2)C2=CC=CC=C2)C2=NC=CC=C2